[C@H]12CN(C[C@@H]2C1C(=O)O)C(=O)O (1R,5S)-3-azabicyclo[3.1.0]hexane-3,6-dicarboxylic acid